C(C)(C)(C)N1N=C(C=C1NC1=NC(=CC=C1)COC)[C@@H]1C[C@@H](CC1)O (1R,3S)-3-(1-(tert-butyl)-5-((6-(methoxymethyl)pyridin-2-yl)amino)-1H-pyrazol-3-yl)cyclopentan-1-ol